ClC=1C(=C(CN2[C@@H](C[C@@H](CC2)CC2=NC(=NC(=C2F)C2(CC2)O)NC2=NNC(=C2)C)C)C=CC1)F (2R,4R)-1-(3-chloro-2-fluorobenzyl)-4-((5-fluoro-6-(1-hydroxy-cyclopropyl)-2-((5-methyl-1H-pyrazol-3-yl)amino)pyrimidin-4-yl)methyl)-2-methylpiperidine